1-(5-oxo-1-quinolin-8-ylpyrrolidin-3-yl)-3-pyridazin-4-ylurea O=C1CC(CN1C=1C=CC=C2C=CC=NC12)NC(=O)NC1=CN=NC=C1